Cl.Cl.BrC1=C(C=CC(=C1)F)N1C=C(C=2C1=CN=CC2)C(=O)C2CCNCC2 (1-(2-Bromo-4-fluorophenyl)-1H-pyrrolo[2,3-c]pyridin-3-yl)(piperidin-4-yl)methanone di-hydrochloride